2-(2-fluoropyridin-3-yl)acrylamide Barium [Ba].FC1=NC=CC=C1C(C(=O)N)=C